C(C)(=O)OCCCNCCCCC 3-pentylaminopropyl acetate